C(C)(=O)OC1=C2N(N=CC1=O)[C@H]([C@@H]1N(C2=O)CCC1)[C@H](C1=CC(=CC=C1)F)C1=C(C(=CC=C1)F)F (9aR,10S)-10-((R)-(2,3-difluorophenyl)(3-fluorophenyl)methyl)-3,5-dioxo-3,5,8,9,9a,10-hexahydro-7H-pyrrolo[1',2':4,5]pyrazino[1,2-b]pyridazin-4-yl acetate